6-([1,1'-biphenyl]-4-yl)chromane-2-carboxylic acid C1(=CC=C(C=C1)C=1C=C2CCC(OC2=CC1)C(=O)O)C1=CC=CC=C1